BrCC(CCCCCCCCCC)CCCCCCCCCCCC 11-(bromomethyl)tricosane